N'-acetoxyl-(2-chloroacetamidine) O(C(=O)C)N=C(CCl)N